1-fluoro-7-(2,2,2-trifluoroethyl)-7,8,9,10-tetrahydrocyclohepta[e]indazol-6(3H)-one FC1=NNC=2C=CC3=C(C12)CCCC(C3=O)CC(F)(F)F